OC1=C(C2=C(C=3CCCOC13)C(=C(C(O2)=O)CC(N2CC1(CC1)CC2)=O)C)C=O 6-hydroxy-1-methyl-3-oxo-2-(2-oxo-2-(5-azaspiro[2.4]heptan-5-yl)ethyl)-3,8,9,10-tetrahydropyrano[3,2-f]chromen-5-carbaldehyde